2-hydroxy-6-(trideuteriomethyl)benzaldehyde OC1=C(C=O)C(=CC=C1)C([2H])([2H])[2H]